1-(2-methoxyethyl)-1H-imidazole-2-carbaldehyde COCCN1C(=NC=C1)C=O